pentanediamine oxalate C(C(=O)O)(=O)O.C(CCCC)(N)N